C(C=C)(=O)OCCOCCOCCOCCOCCOC(C=C)=O pentaethylene glycol diacrylate